BrC1=CC2=C(NC(C(CC2)N(C(OC(C)(C)C)=O)C)=O)N=C1 tert-Butyl N-(3-bromo-8-oxo-5,6,7,9-tetrahydropyrido[2,3-b]azepin-7-yl)-N-methyl-carbamate